OCC12COCN2COC1 5-HYDROXYMETHYL-1-AZA-3,7-DIOXABICYCLO(3.3.0)OCTANE